FC1=CC(=C(C=C1)B(O)O)C=O (4-FLUORO-2-FORMYLPHENYL)BORONIC ACID